ClC=1C=C(C=CC1CN1CCCC1)C=1C(=C(C=CC1)C1=C(C(=CC=C1)C=1OC2=C(N1)C=C(C(=C2)OC(F)F)CN2[C@@H](CCC2)C(=O)O)C)C ((2-(3''-chloro-2,2'-dimethyl-4''-(pyrrolidin-1-ylmethyl)-[1,1':3',1''-terphenyl]-3-yl)-6-(difluoromethoxy)benzo[d]oxazol-5-yl)methyl)proline